OC=1C=C(C=CC1)C=1C=NN(C1)C=1C=C(C(=O)N2CCN(CC2)C2=CC=C(C(=O)O)C=C2)C=C(C1)C(F)(F)F 4-[4-[3-[4-(3-Hydroxyphenyl)pyrazol-1-yl]-5-(trifluoromethyl)benzoyl]piperazin-1-yl]benzoic acid